2-(4-(6,7-dimethoxyquinazolin-4-yl)-1,4-diazacycloheptan-1-yl)acetonitrile COC=1C=C2C(=NC=NC2=CC1OC)N1CCN(CCC1)CC#N